2-[4-Amino-5-(2-isopropyl-5-methanesulfonyl-4-methoxy-phenoxy)-pyrimidin-2-ylamino]-ethanol NC1=NC(=NC=C1OC1=C(C=C(C(=C1)S(=O)(=O)C)OC)C(C)C)NCCO